CC(CCO)(CC(C)C)C 3,3,5-trimethyl-1-hexanol